Cl.CC(C#N)(C)C1CCNCC1 2-methyl-2-(piperidin-4-yl)propanenitrile hydrochloride